CN[C@H]1[C@@H](CCCC1)NC trans-N,N'-dimethyl-1,2-cyclohexanediamine